(R)-1-methyl-5-(1-(1-phenylethyl)-1H-pyrazol-4-yl)-4-(1H-pyrazol-1-yl)pyridin-2(1H)-one CN1C(C=C(C(=C1)C=1C=NN(C1)[C@H](C)C1=CC=CC=C1)N1N=CC=C1)=O